cyano-β,β-diphenyl-acrylic acid neopentyl ester C(C(C)(C)C)OC(C(=C(C1=CC=CC=C1)C1=CC=CC=C1)C#N)=O